OCC1=CSC2=C1CC(CC2)N(C(OC(C)(C)C)=O)C tert-butyl N-[3-(hydroxymethyl)-4,5,6,7-tetrahydrobenzothiophen-5-yl]-N-methyl-carbamate